C(C)O/C=C/C#N (e)-3-ethoxyacrylonitrile